COC1=NC(=NC=C1)[Sn](CCCC)(CCCC)CCCC 4-methoxy-2-(tributylstannyl)pyrimidine